(1,2-dithiolan-3-yl) valerate C(CCCC)(=O)OC1SSCC1